2,6-diamino-pyridine NC1=NC(=CC=C1)N